OC1(CCN(CC1)C1=CC=C(C=N1)C=1C=2N(C=C(C1)OC[C@H](C)O)N=CC2C#N)CC2=NC=CC=C2 (S)-4-(6-(4-hydroxy-4-(pyridin-2-ylmethyl)piperidin-1-yl)pyridin-3-yl)-6-(2-hydroxypropoxy)pyrazolo[1,5-a]pyridine-3-carbonitrile